aluminum vinylcarboxylate C(=C)C(=O)[O-].[Al+3].C(=C)C(=O)[O-].C(=C)C(=O)[O-]